1-(5-(((2S,4S)-1-(cyclohexylmethyl)-2-methylpiperidin-4-yl)methyl)pyrazolo[1,5-a]pyridin-3-yl)dihydropyrimidine-2,4(1H,3H)-dione C1(CCCCC1)CN1[C@H](C[C@H](CC1)CC1=CC=2N(C=C1)N=CC2N2C(NC(CC2)=O)=O)C